C(C1=CC=CC=C1)OC(=O)N1C(CCC1)CC(C(=O)O)C1=CC(=CC=C1)OC1=CC=CC=C1 3-(1-((benzyloxy)carbonyl)pyrrolidin-2-yl)-2-(3-phenoxyphenyl)propionic acid